(3-fluoro-4-(4-methylpiperazin-1-yl)phenyl)-4-hydroxy-1-isobutyl-2-oxo-1,2-dihydroquinoline-3-carboxamide hydrochloride salt Cl.FC=1C=C(C=CC1N1CCN(CC1)C)C1=C2C(=C(C(N(C2=CC=C1)CC(C)C)=O)C(=O)N)O